COC1=C(C(=NC=2N1C(N(N2)C)=O)N2CC=1C=C(C=NC1CC2)C(F)(F)F)C 5-Methoxy-2,6-dimethyl-7-(3-(trifluoromethyl)-7,8-dihydro-1,6-naphthyridin-6(5H)-yl)-[1,2,4]triazolo[4,3-a]pyrimidin-3(2H)-one